C(C)(=O)N(C(C(C)C1=CC=C(C=C1)CC(C)C)=O)C1=C(C=C(C=C1)S(=O)(=O)N1CCN(CC1)C)CC N-acetyl-N-{2-ethyl-4-[(4-methylpiperazin-1-yl)sulfonyl]-phenyl}-2-(4-isobutylphenyl)propanamide